C(C(C)(C)C)C1CNCCO1 2-neopentylmorpholine